5-bromo-4-ketovalerate BrCC(CCC(=O)[O-])=O